ClCC1=CC=C(CN2CCN(CC2)C2=NC(=NC(=C2)N2N=C(N=C2)C)C)C=C1 4-(4-(4-(chloromethyl)benzyl)piperazin-1-yl)-2-methyl-6-(3-methyl-1H-1,2,4-triazol-1-yl)pyrimidine